P(=O)(O)([O-])[O-].[NH4+].[NH4+] di-ammonium hydrogen orthophosphate